CC=1C(=C(C=2CC3=CC=CC=C3C2C1)C1=C(C(=NN=N1)C=1C(=C(C(=C(C1)C1=C(C(=CC=2C3=CC=CC=C3CC12)C)C)C1=C(C(=CC=2C3=CC=CC=C3CC12)C)C)C1=NN=NC(=C1C1=CC=CC=C1)C1=CC=CC=C1)C1=C(C(=CC=2C3=CC=CC=C3CC12)C)C)C1=CC=CC=C1)C [(dimethylfluorenyl)phenyltriazinyl](dimethylfluorenyl)(diphenyltriazinyl)di(dimethylfluorenyl)benzene